(E)-(butane-1,3-dien-1-yloxy)triethylsilane C(=C\C=C)/O[Si](CC)(CC)CC